C(C1=CC=CC=C1)OC1=CC2=C(C=C1)C1=C(CCNCC1)O2 8-(benzyloxy)-2,3,4,5-tetrahydro-1H-benzofuro[2,3-d]azepine